C(N)(=N)C=1C=C(SC1)[C@@H](C)NC(=O)[C@H]1N(C[C@](C1)(COC)F)C(CNC(=O)C=1C=CC=2C(C3=CC=CC=C3C2C1)(C)C)=O (2S,4R)-N-((R)-1-(4-carbamimidoylthiophen-2-yl)ethyl)-1-((9,9-dimethyl-9H-fluorene-3-carbonyl)glycyl)-4-fluoro-4-(methoxymethyl)pyrrolidine-2-carboxamide